N-(5-((2-methyl-2H-1,2,3-triazol-4-yl)ethynyl)-8-(methylamino)-2,7-naphthyridin-3-yl)cyclopropanecarboxamide CN1N=CC(=N1)C#CC1=C2C=C(N=CC2=C(N=C1)NC)NC(=O)C1CC1